Methyl 5-((2-(2-(2-((tert-butoxycarbonyl)(3-chloro-4-(trifluoromethoxy)benzyl)amino)ethyl)oxazol-5-yl)ethyl)amino)benzo[c][2,6]naphthyridine-8-carboxylate C(C)(C)(C)OC(=O)N(CCC=1OC(=CN1)CCNC1=NC2=C(C3=CN=CC=C13)C=CC(=C2)C(=O)OC)CC2=CC(=C(C=C2)OC(F)(F)F)Cl